ClC1=C(C=C(C(=C1)F)N1C(N(C(N(C1=O)C)=S)C)=O)C1=NOC(C1)(C(=O)NS(N(C)C)(=O)=O)C 3-[2-Chloro-5-(3,5-dimethyl-2,6-dioxo-4-thioxo-1,3,5-triazinan-1-yl)-4-fluoro-phenyl]-N-(dimethylsulfamoyl)-5-methyl-4H-isoxazole-5-carboxamide